BrC=1C=C(C=2C(N(CC2C1)[C@@H](C)C1CC1)=O)S(=O)(=O)NC (S)-6-bromo-2-(1-cyclopropylethyl)-N-methyl-3-oxoisoindoline-4-sulfonamide